3-(6-(1,6-Diazaspiro[3.5]nonan-6-yl)pyrimidin-4-yl)-6-(difluoromethyl)imidazo[1,2-b]pyridazine N1CCC12CN(CCC2)C2=CC(=NC=N2)C2=CN=C1N2N=C(C=C1)C(F)F